CC(C(=O)OC\C=C(/C)\CCC=C(C)C)C Geranyl 2-methylpropanoate